((3R)-4-amino-3-methyl-1,3-dihydrofuro[3,4-c]quinolin-8-yl)((3R,4R)-3,4-diphenyl-1-pyrrolidinyl)methanone NC1=NC=2C=CC(=CC2C2=C1[C@H](OC2)C)C(=O)N2C[C@H]([C@@H](C2)C2=CC=CC=C2)C2=CC=CC=C2